N[C@@H](CC)C(=O)O l-homoalanine